ClC=1C(=C(C=CC1OC(F)F)NC1=NC=NC2=CC(=C(C=C12)N1[C@@H]2CN([C@H](C1)C2)C(=O)OC(C)(C)C)F)F tert-Butyl (1S,4S)-5-(4-((3-chloro-4-(difluoromethoxy)-2-fluorophenyl)amino)-7-fluoroquinazolin-6-yl)-2,5-diazabicyclo[2.2.1]heptane-2-carboxylate